3-methyl-N-(4-methyl-1,1-dioxo-thian-4-yl)-6-[3-(2,2,2-trifluoroethoxy)pyrazin-2-yl]oxy-imidazo[1,2-a]pyridine-2-carboxamide CC1=C(N=C2N1C=C(C=C2)OC2=NC=CN=C2OCC(F)(F)F)C(=O)NC2(CCS(CC2)(=O)=O)C